CC1=C2C=C(N(C2=CC=C1CN1CCC2(CN(C2)C=2C3=C(N=CN2)N=CC(=C3)CC(F)(F)F)CC1)CC(C)N1CCN(CC1)S(=O)(=O)C)C#N 4-Methyl-1-{2-[4-(methylsulfonyl)piperazin-1-yl]propyl}-5-({2-[6-(2,2,2-trifluoroethyl)pyrido[2,3-d]pyrimidin-4-yl]-2,7-diazaspiro[3.5]non-7-yl}methyl)-1H-indole-2-carbonitrile